ClC=1C=C2C=NN(C2=CC1[C@@H]1CN(CC1)C1COC1)C=1C=NN(C1)C |r| (R and S)-5-chloro-1-(1-methyl-1H-pyrazol-4-yl)-6-(1-(oxetan-3-yl)pyrrolidin-3-yl)-1H-indazole